5,7-difluoro-1,2,3,4-tetrahydroquinoline FC1=C2CCCNC2=CC(=C1)F